4-(3-methoxyphenyl)-1-{3-[(1S)-1-[(4-methyl-4H-1,2,4-triazol-3-yl)sulfanyl]ethyl]phenyl}-1H-1,2,3-triazole COC=1C=C(C=CC1)C=1N=NN(C1)C1=CC(=CC=C1)[C@H](C)SC1=NN=CN1C